(1s,4s)-4-((2-((2-(1-(Cyclopropylsulfonyl)-1H-pyrazol-4-yl)pyrimidin-4-yl)amino)-5-(3-(pyrrolidin-1-yl)prop-1-yn-1-yl)pyridin-4-yl)amino)cyclohexan-1-ol C1(CC1)S(=O)(=O)N1N=CC(=C1)C1=NC=CC(=N1)NC1=NC=C(C(=C1)NC1CCC(CC1)O)C#CCN1CCCC1